1-(2-benzimidazolyl)-3-(2-fluorophenyl)thiourea N1=C(NC2=C1C=CC=C2)NC(=S)NC2=C(C=CC=C2)F